NC1=C(C=NN1CC1=CC(=CC=C1)OC)C(=O)N1C[C@@]2(CCC1)C1=C(NC(O2)=O)C=CC(=C1F)Cl (R)-1'-(5-Amino-1-(3-methoxybenzyl)-1H-pyrazole-4-carbonyl)-6-chloro-5-fluorospiro[benzo[d][1,3]oxazine-4,3'-piperidin]-2(1H)-one